CP(=O)(C)C1=C(C=CC=C1)B1OC(C(O1)(C)C)(C)C 2-[2-(dimethylphosphoryl)phenyl]-4,4,5,5-tetramethyl-1,3,2-dioxaborolane